Glycinonitrile NCC#N